2-fluoro-N-((1s,3s)-2'-oxo-1'-(4-(trifluoromethyl)phenyl)-1',2'-dihydrospiro(cyclobutane-1,3'-pyrrolo[3,2-b]pyridin)-3-yl)prop-2-enamide FC(C(=O)NC1CC2(C(N(C=3C2=NC=CC3)C3=CC=C(C=C3)C(F)(F)F)=O)C1)=C